(S)-4-methylenepyrrolidine C=C1CCNC1